N1C(=C(C2=C1C=CC=N2)C#N)C#N pyrrolopyridinedinitrile